9H-fluoren-9-ylmethyl N-[(1S)-1-[[(1S)-2-[4-(hydroxymethyl)anilino]-1-methyl-2-oxo-ethyl]carbamoyl]-2-methyl-propyl]carbamate OCC1=CC=C(NC([C@H](C)NC(=O)[C@H](C(C)C)NC(OCC2C3=CC=CC=C3C=3C=CC=CC23)=O)=O)C=C1